N1(C=NC=C1)CCC[Si](OC)(OC)OC [3-(1-imidazolyl)propyl]trimethoxysilane